C(#N)C1=CC(=CC=2N=C(OC21)C=2C(=C(C=CC2)C2=C(C(=CC=C2)NC=2N=CC=C1C=C(C=NC21)CN2C[C@@H](CC2)O)C)C)CN[C@@H]2CC[C@H](CC2)CC(=O)O 2-(trans-4-((7-cyano-2-(3'-(3-(((R)-3-hydroxypyrrolidin-1-yl)methyl)-1,7-naphthyridin-8-ylamino)-2,2'-dimethylbiphenyl-3-yl)benzo[d]oxazol-5-yl)methylamino)cyclohexyl)acetic acid